FC1=C(C=CC(=C1F)C)C=1C=C2C(=NN(C2=CC1)C(C1=CC=CC=C1)(C1=CC=CC=C1)C1=CC=CC=C1)NC(=O)C1CCN(CC1)C N-[5-(2,3-difluoro-4-methylphenyl)-1-trityl-1H-indazol-3-yl]-1-methylpiperidine-4-carboxamide